C(C)(C)(C)C1=CC=C(C=N1)C1=CC(NC(N1)=S)=O 6-(6-(tert-butyl)pyridin-3-yl)-2-thioxo-2,3-dihydropyrimidin-4(1H)-one